FC(C)(F)C1=NC(=CC(=N1)NC1=CC(=NC=C1OC[C@@H](C(C)C)F)NC(C)=O)C (R)-N-(4-((2-(1,1-difluoroethyl)-6-methylpyrimidin-4-yl)amino)-5-(2-fluoro-3-methylbutoxy)pyridin-2-yl)acetamide